1-(1-(1-methyl-3-(1-methyl-1H-pyrazol-4-yl)-1H-indazol-5-yl)-3-(piperidin-4-yl)-5,6-dihydroimidazo[1,5-a]pyrazin-7(8H)-yl)ethan-1-one CN1N=C(C2=CC(=CC=C12)C=1N=C(N2C1CN(CC2)C(C)=O)C2CCNCC2)C=2C=NN(C2)C